3-(2,2-diphenyl-2-((2-(trimethylsilyl)ethoxy)methoxy)acetoxy)spiro[bicyclo[3.2.1]octane-8,1'-pyrrolidin]-8-ium chloride [Cl-].C1(=CC=CC=C1)C(C(=O)OC1CC2CCC(C1)[N+]21CCCC1)(OCOCC[Si](C)(C)C)C1=CC=CC=C1